N-(5-isopropyl-6,8-dihydro-5H-imidazo[2,1-c][1,4]oxazin-2-yl)-4-methyl-3-[2-(3-pyridyl)ethynyl]benzamide C(C)(C)C1N2C(COC1)=NC(=C2)NC(C2=CC(=C(C=C2)C)C#CC=2C=NC=CC2)=O